S1C=NC2=C1C(=CC=C2)CCNCC(=O)N2CC1CCC(C2)N1C1=CC=C(C=N1)C#N 6-[3-(2-{[2-(1,3-benzothiazol-7-yl)ethyl]amino}acetyl)-3,8-diazabicyclo[3.2.1]octan-8-yl]pyridine-3-carbonitrile